2-(3,6-diazabicyclo[3.1.1]heptan-3-yl)-5-(2-methoxy-propan-2-yl)-7-(thiazol-2-yl)-4-(trifluoromethoxy)benzo[d]oxazole C12CN(CC(N1)C2)C=2OC1=C(N2)C(=C(C=C1C=1SC=CN1)C(C)(C)OC)OC(F)(F)F